(4-chloro-2-fluorophenyl)acetylene ClC1=CC(=C(C=C1)C#C)F